[O-2].[Ta+5].[Al+3].[O-2].[O-2].[O-2] aluminum-tantalum oxide